BrC1=CC(=C(C=C1)N1N=NNC1=O)F 1-(4-bromo-2-fluorophenyl)-1,4-dihydro-5H-tetrazol-5-one